methyl (S)-1-((6-((2-chloro-3'-(5-formylpicolinamido)-2'-methyl-[1,1'-biphenyl]-3-yl)carbamoyl)pyridin-3-yl)methyl)piperidine-2-carboxylate ClC1=C(C=CC=C1NC(=O)C1=CC=C(C=N1)CN1[C@@H](CCCC1)C(=O)OC)C1=C(C(=CC=C1)NC(C1=NC=C(C=C1)C=O)=O)C